ClC=1C=C(C=C(C1OCC1=CC(=CC=C1)Cl)OC)/C=C/C(=O)C1=CC(=C(C(=C1)OC)OC)OC (E)-3-(3-chloro-4-((3-chlorobenzyl)oxy)-5-methoxyphenyl)-1-(3,4,5-trimethoxyphenyl)prop-2-en-1-one